2-(2-hydroxypropan-2-yl)pyrimidine-5-carboxylic acid OC(C)(C)C1=NC=C(C=N1)C(=O)O